[K].FC(C(C(C(F)(F)F)(F)F)(F)F)(S(=O)[O-])F.[NH4+] ammonium perfluorobutanesulfinate potassium